BrC=1C(=C(C(=CC1)F)C1=NC2=CN=C3N(C4=C2N1CC4)N=CN3)Cl 3-(3-bromo-2-chloro-6-fluorophenyl)-2,7-dihydro-1H-2a,4,6,7,9,9a-hexaazadicyclopenta[cd,f]azulene